rac-(1R,2R,3S,4R,5S)-N-(3-chloro-4-(trifluoromethyl)phenyl)-5-hydroxy-3-(1-methyl-3-(trifluoromethyl)-1H-pyrazol-4-yl)-7-oxabicyclo[2.2.1]heptane-2-carboxamide ClC=1C=C(C=CC1C(F)(F)F)NC(=O)[C@H]1[C@H]2C[C@@H]([C@@H]([C@@H]1C=1C(=NN(C1)C)C(F)(F)F)O2)O |r|